6-tert-butyl-2-(1-methylindol-7-yl)oxypyridin-3-carboxamid C(C)(C)(C)C1=CC=C(C(=N1)OC=1C=CC=C2C=CN(C12)C)C(=O)N